tert-butyl 4-((7S)-7-amino-1-methyl-6,7-dihydro-5H-benzo[c][1,2,3]triazolo[1,5-a]azepin-9-yl)-5,6-dihydropyridine-1(2H)-carboxylate N[C@@H]1C2=C(C=3N(CC1)N=NC3C)C=CC(=C2)C2=CCN(CC2)C(=O)OC(C)(C)C